1-[tri(methoxyethoxy)silyl]-2-methylpropene COCCO[Si](C=C(C)C)(OCCOC)OCCOC